C(C)(=O)OCC1=CC=C2C(=N1)N(C(=N2)C=2C(=NC=CC2)N)C2=CC=C(C=C2)CCl (2-(2-Aminopyridin-3-yl)-3-(4-(chloromethyl)phenyl)-3H-imidazo[4,5-b]pyridin-5-yl)methyl acetate